5-(2-(6-(3-(dimethylamino)pyrrolidin-1-yl)pyridin-3-ylamino)-5-methylpyrimidin-4-ylamino)benzo[d]oxazol-2(3H)-one CN(C1CN(CC1)C1=CC=C(C=N1)NC1=NC=C(C(=N1)NC=1C=CC2=C(NC(O2)=O)C1)C)C